NC1=NCC2=CC3=C(N=C(N=C3)NC3=CC=C(C=C3)S(=O)(=O)N)N2C12CCCCC2 4-((8'-amino-6'H-spiro[cyclohexane-1,9'-pyrazino[1',2':1,5]pyrrolo[2,3-d]pyrimidin]-2'-yl)amino)benzenesulfonamide